[Cl-].[Cl-].C[SiH](C)[Zr+2](C1C(=C(C(=C1C)C)C)C)C1C(=CC2=C(C=3C(CC(C3C=C12)(C)C)(C)C)C1=CC=C(C=C1)C(C)(C)C)C Dimethylsilyl-(2,5,5,7,7-pentamethyl-4-(4-tert-butyl-phenyl)-1,5,6,7-tetrahydro-s-indacenyl)(2,3,4,5-tetramethyl-cyclopentadienyl)zirconium dichloride